FC(C1=C(C=C(C(=O)NCC=2C=NC=CC2C)C=C1)F)F 4-(difluoromethyl)-3-fluoro-N-[(4-methylpyridin-3-yl)methyl]benzamide